2-Methyl-9-(4-methylpiperazin-1-yl)-5,12-dioxo-5,12-dihydropyrido[2,3-b]phenazin CC=1C=CC2=C(C(C3=NC4=CC(=CC=C4N=C3C2=O)N2CCN(CC2)C)=O)N1